FC=1C(=C(C(=CC1)F)C=1C(=CN(C1C(C1=CC=C(C=C1)O)=O)C)C(=O)O)C 4-(3,6-difluoro-2-methylphenyl)-5-(4-hydroxybenzoyl)-1-methyl-1H-pyrrole-3-carboxylic acid